F[C@H]1C[C@H](N(C1)C(=O)OCC1C2=CC=CC=C2C2=CC=CC=C12)C(=O)O (2s,4s)-4-fluoro-1-Fmoc-pyrrolidine-2-carboxylic acid